C(C=CCCCCCCC)S(=O)(=O)O.BrC1=CC(=C(C(=C1)C)N1C=C(C2=C1N=C(N=C2N2CC(C2)CCCCC(=O)O)C)C)C 1-[7-(4-bromo-2,6-dimethylphenyl)-2,5-dimethyl-7H-pyrrolo[2,3-d]pyrimidin-4-yl]-3-azetidinepentanoic acid 1-dec-2-ensulfonat